(3-bromo-6,7-dihydro-5H-cyclopenta[b]pyridin-5-yl)oxy-tert-butyl-dimethyl-silane BrC=1C=C2C(=NC1)CCC2O[Si](C)(C)C(C)(C)C